FC1(CC2N(CCNC2)C1)F 7,7-difluorooctahydropyrrolo[1,2-a]pyrazine